CC1=C(C=C(N)C=C1)C1=NN(N=C1)C 4-methyl-3-(2-methyl-2H-1,2,3-triazol-4-yl)aniline